C=1C(C(C=C2C=CC=CC12)=O)=O 2,3-naphthoquinone